FC(C=1C=C(C=CC1)CCCN)(F)F 3-[3-(trifluoromethyl)phenyl]propan-1-amine